(pyridin-4-yl)piperazin N1=CC=C(C=C1)N1CCNCC1